tert-butyl 2-(4-methylphenyl)-3-(pyridin-4-yl)-6,7-dihydropyrazolo[1,5-a]pyrazine-5(4H)-carboxylate CC1=CC=C(C=C1)C1=NN2C(CN(CC2)C(=O)OC(C)(C)C)=C1C1=CC=NC=C1